ClC=1C(=NC=CC1)CN1N=C2N(CCCC2)C1=O (5S)-2-[(3-Chloropyridin-2-yl)methyl]-3-oxo-2,3,5,6,7,8-hexahydro[1,2,4]triazolo[4,3-a]pyridin